3-(tert-butoxy)-N-(2-(2-((1-isopropyl-1H-pyrazol-4-yl)amino)pyrimidin-4-yl)-6,7,8,9-tetrahydro-5H-benzo[7]annulen-5-yl)azetidine-1-carboxamide C(C)(C)(C)OC1CN(C1)C(=O)NC1CCCCC2=C1C=CC(=C2)C2=NC(=NC=C2)NC=2C=NN(C2)C(C)C